(5-bromoquinolin-8-yl)benzamide BrC1=C2C=CC=NC2=C(C=C1)C1=C(C(=O)N)C=CC=C1